NCCCNC(C(=O)NCCOCCNC(OC(C)(C)C)=O)CCCNCCCN tert-butyl (2-(2-(2,5-bis((3-aminopropyl)amino) pentanamido) ethoxy)ethyl)carbamate